N1(CC(C1)C(=O)N)C(=O)N azetidine-1,3-dicarboxamide